2-PHENYLPYRIMIDINE-5-BORONIC ACID C1(=CC=CC=C1)C1=NC=C(C=N1)B(O)O